C(C)(C)(C)OC(N(CCC1=CC=C(C=C1)OC)C)=O methyl-(4-methoxyphenylethyl)carbamic acid tert-butyl ester